BrC1=NC=CC=C1B(O)O 2-bromopyridine-3-boronic acid